acrylic acid dimethylaminomethyl ester CN(C)COC(C=C)=O